C(C)N(S(=O)(=O)C1=CC=C(C=C1)C1=CC=C(C=C1)S(=O)(=O)N1C[C@@H](CCC1)C(=O)OCC)CC ethyl (R)-1-((4'-(N,N-diethylsulfamoyl)-[1,1'-biphenyl]-4-yl)sulfonyl)piperidine-3-carboxylate